ClC1=NC=C(C(=N1)C=1C=C2C(=CC(=NC2=C(C1)F)C)C(C)(C)F)F 6-(2-chloro-5-fluoropyrimidin-4-yl)-8-fluoro-4-(2-fluoropropan-2-yl)-2-methylquinoline